cesium hexafluoro-nickel (IV) F[Ni-2](F)(F)(F)(F)F.[Cs+].[Cs+]